iron oxide folate C(CC[C@@H](C(=O)O)NC(=O)C1=CC=C(NCC2=CN=C3N=C(N)NC(=O)C3=N2)C=C1)(=O)[O-].[O-2].[Fe+3]